C(=O)O.C1(CC1)C=1C=CC=2N(C1)C=C(N2)CNC2=CC(=NC=N2)NCC2=C(C=C(C(N)=N)C=C2C)C 4-(((6-(((6-cyclopropylimidazo[1,2-a]pyridin-2-yl)methyl)amino)pyrimidin-4-yl)amino)methyl)-3,5-dimethylbenzimidamide formic acid salt